C(C=C)ON(C1=CC=CC=C1)[N+](=O)[O-] allyloxynitroaniline